C1(CC1)C=1C=C(OC=2C(=CC=3N(C2)N=CC3)C(=O)NCC(F)C3=C(C=C(C=C3)Cl)Cl)C=CC1 6-(3-cyclopropylphenoxy)-N-[2-(2,4-dichlorophenyl)-2-fluoro-ethyl]pyrazolo[1,5-a]pyridine-5-carboxamide